[Si]([O-])([O-])([O-])[O-].[Al+3].[Na+] Natrium-Aluminium silicat